1'-hydroxyacetophenone OC1(CC=CC=C1)C(C)=O